6-(4-((1H-indazol-5-yl)amino)pyrimidin-2-yl)-N-(6-(dimethyl-amino)pyridin-3-yl)-1H-indole-2-carboxamide N1N=CC2=CC(=CC=C12)NC1=NC(=NC=C1)C1=CC=C2C=C(NC2=C1)C(=O)NC=1C=NC(=CC1)N(C)C